[(2R)-1-methylpyrrolidin-2-yl]methyl N-[4-[5-[2-(tert-butylsulfamoyl)-4-(isopropoxycarbonylamino)phenyl]thiazol-2-yl]cyclohexyl]carbamate C(C)(C)(C)NS(=O)(=O)C1=C(C=CC(=C1)NC(=O)OC(C)C)C1=CN=C(S1)C1CCC(CC1)NC(OC[C@@H]1N(CCC1)C)=O